COC=1C(NC=CC1C(F)(F)F)=O 3-methoxy-4-(trifluoromethyl)-1H-pyridin-2-one